ClC=1C2=CN(N=C2C(=C(C1)C1=CC=C(C=C1)C1CCN(CC1)CC)Cl)C(C(=O)O)C1=C2N(C=N1)CCC2 2-(4,7-dichloro-6-(4-(1-ethylpiperidin-4-yl)phenyl)-2H-indazol-2-yl)-2-(6,7-dihydro-5H-pyrrolo[1,2-c]imidazol-1-yl)acetic acid